Trimethyl(1,2,3,4,5-pentapropylcyclopenta-2,4-dien-1-yl)silane C[Si](C1(C(=C(C(=C1CCC)CCC)CCC)CCC)CCC)(C)C